N-{(6R,7aR)-2-[4-(2,6-difluorophenyl)-5-fluoro-1,2-benzoxazol-3-yl]-7,7-difluoro-3-oxohexahydro-1H-pyrrolo[1,2-c]imidazol-6-yl}methanesulfonamide FC1=C(C(=CC=C1)F)C1=C(C=CC2=C1C(=NO2)N2C(N1[C@H](C2)C([C@@H](C1)NS(=O)(=O)C)(F)F)=O)F